COC=1C=C(CCl)C=CC1 3-methoxybenzyl chloride